ClC=1C(=C(C=CC1F)[C@H](NC(=O)C1NC(NC1)=O)[C@@H]1CO[C@H](C1)C(F)(F)F)F N-((R)-(3-chloro-2,4-difluorophenyl)((trans)-5-(trifluoromethyl)-tetrahydrofuran-3-yl)methyl)-2-oxoimidazolidine-4-carboxamide